ClC=1C=C(C=CC1F)N(S(=O)(=O)CC)CC=1SC(=CN1)C=1OC(=NN1)C(F)F N-(3-chloro-4-fluorophenyl)-N-((5-(5-(difluoromethyl)-1,3,4-oxadiazol-2-yl)thiazol-2-yl)methyl)ethanesulfonamide